2-methoxy-2-methyl-N-(trimethoxysilylthiopropyl)-1-aza-2-silacyclopentane CO[Si]1(N(CCC1)CCCS[Si](OC)(OC)OC)C